C(C)(C)(C)[C@@H]1CC=2C=C3C(=NC2CC1)SC(=N3)C(=O)OCC ethyl (7S)-7-tert-butyl-5H,6H,7H,8H-[1,3]thiazolo[5,4-b]quinoline-2-carboxylate